trans-1-(6-chloropyrimidin-4-yl)-5-(3,4-dihydroisoquinoline-2(1H)-yl)azepan-4-ol ClC1=CC(=NC=N1)N1CC[C@H]([C@@H](CC1)N1CC2=CC=CC=C2CC1)O